3-(3-chlorophenyl)propyl {3-[2-(3,4-dichlorophenoxy)acetamido]-bicyclo[1.1.1]pentan-1-yl}carbamate ClC=1C=C(OCC(=O)NC23CC(C2)(C3)NC(OCCCC3=CC(=CC=C3)Cl)=O)C=CC1Cl